C(C)(C)(C)OC(\C(=C/C=1C=CC(=C(C(=O)OC)C1)OC)\C)=O methyl (Z)-5-(3-(tert-butoxy)-2-methyl-3-oxoprop-1-en-1-yl)-2-methoxybenzoate